N1(C=NC=C1)C=1C=C(C=C(C1)OC)NC1=CC(=NC2=CC=CC=C12)C N-(3-(1H-Imidazol-1-yl)-5-Methoxyphenyl)-2-methylquinolin-4-amine